6-Fluoro-1-methyl-2-(6-trifluoromethoxy-benzothiazol-2-ylamino)-1H-benzoimidazole-5-carboxylic acid ethylamide C(C)NC(=O)C1=CC2=C(N(C(=N2)NC=2SC3=C(N2)C=CC(=C3)OC(F)(F)F)C)C=C1F